ClC1=CC(=C2C=C(NC2=C1)C(=O)N[C@H](C(=O)N[C@@H](C[C@H]1C(NCCC1)=O)C#N)C[Si](C)(C)C)OC 6-chloro-N-[(1R)-2-[[(1S)-1-cyano-2-[(3S)-2-oxo-3-piperidyl]ethyl]amino]-2-oxo-1-(trimethylsilylmethyl)ethyl]-4-methoxy-1H-indole-2-carboxamide